C(=O)(OCC1C2=CC=CC=C2C2=CC=CC=C12)NCC(=O)O Fmoc-(L)-glycine